N-[(1R)-1-(1,3-benzodioxol-4-yl)ethyl]-2-methyl-5-[(1R,4R)-5-methyl-2,5-diazabicyclo[2.2.1]heptan-2-yl]benzamide O1COC2=C1C=CC=C2[C@@H](C)NC(C2=C(C=CC(=C2)N2[C@H]1CN([C@@H](C2)C1)C)C)=O